NC1=C(C(=O)N)C=C(C=C1C1=C(C(=CC=C1C)O)C)C1=C(C=NC=C1)C 2-amino-3-(3-hydroxy-2,6-dimethylphenyl)-5-(3-methylpyridin-4-yl)benzamide